CSNC(O)=O.C(C)(C)(C)N1C=CC=2C1=NC(=C(N2)C(=O)N)N tert-butyl-(3-amino-5H-pyrrolo[2,3-b]pyrazine-2-carboxamide) (methylthio)carbamate